C1(=CC=CC2=CC=CC=C12)C1=CC=CC2=C(C3=CC=CC=C3C=C12)C1=CC=C(C=C1)C1=CC2=CC=CC=C2C=C1 (naphthalen-1-yl)-10-(4-(naphthalen-2-yl)phenyl)anthracene